BrC1=C(C(=C(C=C1)NCCOCCO)[N+](=O)[O-])C 2-(2-((4-bromo-3-methyl-2-nitrophenyl)amino)ethoxy)ethan-1-ol